(+/-)-trans-methyl 3-((5-fluoro-2-(5-fluoro-1-tosyl-1H-pyrrolo[2,3-b]pyridin-3-yl)-6-(4-(trifluoromethyl)phenyl)pyrimidin-4-yl)amino)bicyclo[2.2.2]octane-2-carboxylate FC=1C(=NC(=NC1C1=CC=C(C=C1)C(F)(F)F)C1=CN(C2=NC=C(C=C21)F)S(=O)(=O)C2=CC=C(C)C=C2)NC2C(C1CCC2CC1)C(=O)OC